N(=[N+]=[N-])C(C)(C)C=1C=C(C=C2C(N(C(=NC12)C1CCOCC1)C)=O)C 8-(2-azidopropan-2-yl)-3,6-dimethyl-2-(tetrahydro-2H-pyran-4-yl)quinazolin-4(3H)-one